ClC=1C=CC(=C(C1)C1=CC(=CC=2C=C(OC21)C(=O)NC2CC(C2)CO)F)OC 7-(5-chloro-2-methoxy-phenyl)-5-fluoro-N-[3-(hydroxymethyl)cyclobutyl]benzofuran-2-carboxamide